C(C)O[W] ethoxytungsten